4-amino-8-(4-chloropyridazin-3-yl)-7-fluoro-N-propylisoquinoline-3-carboxamide NC1=C(N=CC2=C(C(=CC=C12)F)C=1N=NC=CC1Cl)C(=O)NCCC